[N+](=O)([O-])C1=CC=C(C=C1)SCCO 2-((4-nitrophenyl)thio)ethan-1-ol